methyl 4-[3-[2,6-dichloro-4-(5-methyl-6,7-dihydro-4H-pyrazolo[1,5-a]pyrazin-3-yl)benzoyl]-2,4-dihydro-1,3-benzoxazin-8-yl]-5-fluoro-2-(3-oxa-8-azabicyclo[3.2.1]octan-8-yl)benzoate ClC1=C(C(=O)N2COC3=C(C2)C=CC=C3C3=CC(=C(C(=O)OC)C=C3F)N3C2COCC3CC2)C(=CC(=C1)C=1C=NN2C1CN(CC2)C)Cl